2-[4-(5-Amino-4-cyano-1-isopropylpyrazol-3-yl)phenyl]-N-(5-tert-butyl-1,2-thiazol-3-yl)propenamide NC1=C(C(=NN1C(C)C)C1=CC=C(C=C1)C(C(=O)NC1=NSC(=C1)C(C)(C)C)=C)C#N